ClC1=C(C=C(C=C1)B(O)O)F 4-chloro-3-fluorophenylboronic acid